[Li]C(C(=O)OCCCC)(C)C butyl α-lithioisobutyrate